COC1=NC=CC(=C1)C=1C(=C2CCCC2=CC1)NC(=O)N=S(=O)(N)C=1C=NN2C1OCC(C2)(C)C N'-((5-(2-methoxypyridin-4-yl)-2,3-dihydro-1H-inden-4-yl)carbamoyl)-6,6-dimethyl-6,7-dihydro-5H-pyrazolo[5,1-b][1,3]oxazine-3-sulfonimidamide